FC1CC(N(C1)C(CC=1C(NC=CC1)=O)=O)C(=O)NC(C1=CC=CC=C1)C1=NC(=C(C=C1)C(C)C)F 4-fluoro-N-{[6-fluoro-5-(propan-2-yl)pyridin-2-yl](phenyl)methyl}-1-[2-(2-oxo-1,2-dihydropyridin-3-yl)acetyl]pyrrolidine-2-carboxamide